ClC=1C=CC2=C(N=C(O2)N2CCC3(CC2)CCC(CC3)NC(=O)C3CCC(CC3)(F)F)C1 N-[3-(5-chloro-1,3-benzoxazol-2-yl)-3-azaspiro[5.5]undecan-9-yl]-4,4-difluoro-cyclohexanecarboxamide